(R)-1-(2,5-difluoropyridin-3-yl)ethyl (1-methyl-4-(5-(1-methyl-1H-benzo[d]imidazole-6-carboxamido)pyridin-2-yl)-1H-1,2,3-triazol-5-yl)carbamate CN1N=NC(=C1NC(O[C@H](C)C=1C(=NC=C(C1)F)F)=O)C1=NC=C(C=C1)NC(=O)C=1C=CC2=C(N(C=N2)C)C1